Rel-N-(6-amino-5-methyl-3-pyridyl)-2-[(2S,5R)-5-methyl-2-[4-(4-methylpiperazin-1-yl)phenyl]-1-piperidyl]-2-oxo-acetamide NC1=C(C=C(C=N1)NC(C(=O)N1[C@@H](CC[C@H](C1)C)C1=CC=C(C=C1)N1CCN(CC1)C)=O)C |o1:12,15|